tri(dodecyl) dithiophosphite P(SCCCCCCCCCCCC)(SCCCCCCCCCCCC)OCCCCCCCCCCCC